ClC1=CC(=C2C(=N1)CN(C2=O)CC2=CC=C(C=C2)OC)C 2-Chloro-6-(4-methoxybenzyl)-4-methyl-6,7-dihydro-5H-pyrrolo[3,4-b]pyridin-5-one